(benzyloxy)-5-methoxy-2-nitrobenzoic acid C(C1=CC=CC=C1)OC=1C(=C(C(=O)O)C=C(C1)OC)[N+](=O)[O-]